2-chloro-6-[[(2's,7r)-2-chloro-3-(hydroxymethyl)-2'-methyl-spiro[4,5-dihydrothieno[2,3-c]pyran-7,4'-piperidin]-1'-yl]methyl]phenol (trifluoroacetate) FC(C(=O)OC1=C(C=CC=C1CN1[C@H](C[C@@]2(CC1)OCCC1=C2SC(=C1CO)Cl)C)Cl)(F)F